CC=1C=CC(=C(C1)O)C=1N=NC(=C2C1N=CC=C2)N[C@H]2CN(CCC2)C (R)-5-methyl-2-(5-((1-methylpiperidin-3-yl)amino)pyrido[2,3-d]pyridazin-8-yl)phenol